(5R)-5-[(6-hydroxy-3,4-dihydro-2,7-naphthyridin-2(1H)-yl)carbonyl]-1-methylpyrrolidin-2-one ethyl-5-amino-2,6-dioxo-1,2,3,6-tetrahydropyrimidine-4-carboxylate C(C)OC(=O)C=1NC(NC(C1N)=O)=O.OC=1C=C2CCN(CC2=CN1)C(=O)[C@H]1CCC(N1C)=O